S(=O)(=O)(C1=CC=C(C)C=C1)OC(C(=O)OCC)=C Ethyl 2-tosyloxyacrylate